(S)-2-((S)-4,4-difluoro-3-(6-oxo-1,6-dihydropyridin-3-yl)piperidin-1-yl)-N-(5-(4-fluorophenoxy)pyrazin-2-yl)propionamide FC1([C@H](CN(CC1)[C@H](C(=O)NC1=NC=C(N=C1)OC1=CC=C(C=C1)F)C)C1=CNC(C=C1)=O)F